2-(5-(Phenylsulfonyl)-5H-pyrrolo[2,3-b]pyrazin-7-yl)thiazol C1(=CC=CC=C1)S(=O)(=O)N1C=C(C=2C1=NC=CN2)C=2SC=CN2